2-methyl-1-{5-[3-(1,3-oxazol-4-yl)-1,2,4-oxadiazol-5-yl]-1H-1,2,3-benzotriazol-1-yl}propan-2-ol CC(CN1N=NC2=C1C=CC(=C2)C2=NC(=NO2)C=2N=COC2)(C)O